C(=CC)[Si](OCCC)(OCCC)OCCC propenyl-tripropoxysilane